6-(2-chloro-4-fluoro-5-methoxyphenyl)-3-(1-methyl-1H-pyrazolo[4,3-C]pyridin-7-yl)thieno[3,2-d]pyrimidine-2,4(1H,3H)-dione ClC1=C(C=C(C(=C1)F)OC)C1=CC=2NC(N(C(C2S1)=O)C=1C2=C(C=NC1)C=NN2C)=O